α-methyl-4-(2-methylpropyl)phenylacetic acid CC(C(=O)O)C1=CC=C(C=C1)CC(C)C